ClC=1C=C(C=CC1CN1CCCC1)C=1N=NNC1 4-(3-chloro-4-(pyrrolidin-1-ylmethyl)phenyl)-1H-1,2,3-triazol